aluminium phosphorus tert-Butyl 2-(5-(4-fluoro-2-(methoxycarbonyl)phenoxy)pyrimidin-4-yl)-2,7-diazaspiro[3.5]nonane-7-carboxylate FC1=CC(=C(OC=2C(=NC=NC2)N2CC3(C2)CCN(CC3)C(=O)OC(C)(C)C)C=C1)C(=O)OC.[P].[Al]